CS(=O)(=O)OC[C@H]1[C@H](C1)C=1C(=C2C=NN(C2=CC1Cl)[C@@H]1OCCCC1)Br |o1:19| rel-((1R,2S)-2-(4-Bromo-6-chloro-1-(tetrahydro-2H-pyran-2-yl)-1H-indazol-5-yl)cyclopropyl)methyl methanesulfonate